OCC1(CCCC2CC=CC=C12)C(=O)O 1-(hydroxymethyl)tetrahydronaphthalene-1-carboxylic acid